CS=C(C#CC(C)(C)N(C)CCOCC1=CC(=C(C=C1)C)C)O.C1(CCCCC1)NC1=C(C(=O)NC=2C=NC(=CC2)OC)C=CC(=C1)C(F)(F)F 2-(cyclohexylamino)-N-(6-methoxypyridin-3-yl)-4-(trifluoromethyl)benzamide S-methyl-4-[2-[(3,4-dimethylphenyl)methoxy]ethylmethyl-amino]-4-methyl-pent-2-ynethioate